N1CC(C1)NC=1C=CC(=C(C(=O)N[C@H](C)C2=CC(=CC=C2)C2=CSC=C2)C1)C (R)-5-(azetidin-3-ylamino)-2-methyl-N-(1-(3-(thiophen-3-yl)phenyl)ethyl)benzamide